3-(5-(piperidin-1-yl)-1H-benzo[d]imidazol-2-yl)-1H-pyrazol-4-amine N1(CCCCC1)C1=CC2=C(NC(=N2)C2=NNC=C2N)C=C1